ClC1=C(/C=C/C2=CC3=C([C@@]4(CCN([C@@H]4CC3)C(=O)OC(C)(C)C)S(=O)(=O)C3=CC=C(C=C3)F)C=C2)C(=CC=C1)Cl tert-butyl (3aR,9bR)-7-((E)-2,6-dichlorostyryl)-9b-((4-fluorophenyl)sulfonyl)-1,2,3a,4,5,9b-hexahydro-3H-benzo[e]indole-3-carboxylate